tert-butyl 4-(2-(4-(4-(2,4-dioxotetrahydropyrimidin-1(2H)-yl)phenoxy)piperidin-1-yl)ethyl)piperazine-1-carboxylate O=C1N(CCC(N1)=O)C1=CC=C(OC2CCN(CC2)CCN2CCN(CC2)C(=O)OC(C)(C)C)C=C1